(3R)-1-HYDROXY-N,N-BIS(4-METHOXYBENZYL)-6-HEPTENE-3-SULFONAMIDE OCC[C@@H](CCC=C)S(=O)(=O)N(CC1=CC=C(C=C1)OC)CC1=CC=C(C=C1)OC